C(C)OC(=O)C1(CC1)C1=C(C=NC=C1)N=C(C1=CC=CC=C1)C1=CC=CC=C1 1-[3-(diphenylmethyleneamino)-4-pyridinyl]cyclopropanecarboxylic acid ethyl ester